2-(1-nonen-3-yl)succinic anhydride C=CC(CCCCCC)C1C(=O)OC(C1)=O